FC1=CC=C(C=C1)C1=NN(C=C1C1=C2C(=NC=C1)N(C(=C2)C=2CCN(CC2)C)S(=O)(=O)C2=CC=CC=C2)CCCO[Si](C(C)C)(C(C)C)C(C)C 4-(3-(4-fluorophenyl)-1-(3-((triisopropylsilyl)oxy)propyl)-1H-pyrazol-4-yl)-2-(1-methyl-1,2,3,6-tetrahydropyridin-4-yl)-1-(phenylsulfonyl)-1H-pyrrolo[2,3-b]pyridine